BrCCCC(=O)OCCCCCCCCCC decyl 4-bromobutanoate